ClC=1C=C(C=2N(N1)C=C(N2)C)CC#N 2-(6-chloro-2-methyl-imidazo[1,2-b]pyridazin-8-yl)acetonitrile